benzyl 4-(6-(1H-pyrazol-5-yl)pyridin-3-yl)piperazine-1-carboxylate N1N=CC=C1C1=CC=C(C=N1)N1CCN(CC1)C(=O)OCC1=CC=CC=C1